N-{2-[(8R,8aS)-8-(dimethylamino)hexahydropyrrolo[1,2-a]pyrazine-2(1H)-yl]-4-phenoxy-3-(trifluoromethyl)phenyl}-2-(pyridazin-4-yl)-1,3-thiazole-4-carboxamide CN([C@@H]1CCN2[C@H]1CN(CC2)C2=C(C=CC(=C2C(F)(F)F)OC2=CC=CC=C2)NC(=O)C=2N=C(SC2)C2=CN=NC=C2)C